C(C)C1=NC(=NO1)C=1C=C2CC[C@H](C2=CC1)NC(=O)C=1C=NN(C1)C[C@@H](CO)O N-[(1R)-5-(5-ethyl(1,2,4-oxadiazol-3-yl))indanyl][1-((2S)-2,3-dihydroxypropyl)pyrazol-4-yl]carboxamide